2,6-di((trimethylsilyl)ethynyl)pyridine C[Si](C)(C)C#CC1=NC(=CC=C1)C#C[Si](C)(C)C